C[C@H]1CN(C[C@H](O1)C)C1=CC=CC=2N(C=NC21)COCC[Si](C)(C)C (2S,6R)-2,6-dimethyl-4-(1-((2-(trimethylsilyl)ethoxy)methyl)-1H-benzo[d]imidazol-4-yl)morpholine